Cl.F[C@H]1[C@@H](CNC1)N(C)C trans-4-fluoro-N,N-dimethylpyrrolidin-3-amine hydrochloride